C1N(CC2=CC=CC=C12)CC=1C(=C(C=CC1)S(=O)(=O)N)OCC1CCN(CC1)S(=O)(=O)C (Isoindolin-2-ylmethyl)-2-((1-(methylsulfonyl)piperidin-4-yl)methoxy)benzenesulfonamide